gamma-(2,3-epoxycyclohexyl)propyl-trimethoxysilane C1(C2C(CCC1)O2)CCC[Si](OC)(OC)OC